FC=1C=C2C=3C(=NNC(C3C1)=O)C(C(N2)C2=CC=C(C=C2)F)N2CNC21CC(CC1=O)=O 5-fluoro-8-(4-fluorophenyl)-9-(1,3-diazaspiro[3.4]octane-6,8-dione-3-yl)-8,9-dihydro-2H-pyrido[4,3,2-de]phthalazin-3(7H)-one